FC1=CC=C(C=C1)NC(=O)C1=NN(C2=C1CN(CC2(C)C)C(=O)C=2C=NNC2)CC2=CC=C(C=C2)C(F)(F)F N-(4-Fluorophenyl)-7,7-dimethyl-5-(1H-pyrazole-4-carbonyl)-1-(4-(trifluoromethyl)benzyl)-4,5,6,7-tetrahydro-1H-pyrazolo[4,3-c]pyridine-3-carboxamide